3-ethyl-1,1-dimethyl-1H-benzo[e]indole C(C)N1CC(C=2C3=C(C=CC12)C=CC=C3)(C)C